C(=O)O.C(C)N1CCNCC1 N-ethyl-piperazine formate